1-(tetrahydro-2H-pyran-2-yl)-1H-benzo[f]indazol-4-yl trifluoromethanesulfonate FC(S(=O)(=O)OC1=C2C=NN(C2=CC2=C1C=CC=C2)C2OCCCC2)(F)F